hydroxy ethyl-methacrylate C(C)C=C(C(=O)OO)C